ClC1=C(C=C(C=C1)F)C1N(CCC1)C1=NC=C(C(=O)N[C@H](C)\C=C\S(=O)(=O)C)C=C1 6-(2-(2-chloro-5-fluorophenyl)pyrrolidin-1-yl)-N-((R,E)-4-(methylsulfonyl)but-3-en-2-yl)nicotinamide